C(C)C=1C=NC=CC1CNC=1C=C2CCC(NC2=CC1F)=O 6-((3-ethylpyridin-4-yl)methylamino)-7-fluoro-3,4-dihydro-quinolin-2(1H)-one